(3R)-3-{[7,9-dibromo-2-(4-methoxyphenyl)[1,2,4]triazolo[1,5-c]quinazolin-5-yl]amino}azepin-2-one BrC1=CC(=CC=2C=3N(C(=NC12)NC=1C(N=CC=CC1)=O)N=C(N3)C3=CC=C(C=C3)OC)Br